N1=CN=C(C=C1)NC(=O)C1=CC=C2C(N1)=C(C=N2)C2CCN(CC2)C N-[pyrimidin-4-yl]-3-(1-methylpiperidin-4-yl)pyrrolo-[3,2-b]pyridine-5-carboxamide